(Z)-5-(1-(4-amino-2-fluoro-but-2-en-1-yl)-6-(pyrrolidine-1-carbonyl)-1H-benzo[d][1,2,3]triazol-4-yl)-2-methoxy-N,N-dimethylbenzenesulfonamide NC\C=C(\CN1N=NC2=C1C=C(C=C2C=2C=CC(=C(C2)S(=O)(=O)N(C)C)OC)C(=O)N2CCCC2)/F